C(C)C1N(CCCC1)C1=C(C=C(C=C1)C)NS(=O)(=O)C1=CC=C(C=C1)S(=O)(=O)N(C)C N1-(2-(2-ethylpiperidin-1-yl)-5-methylphenyl)-N4,N4-dimethylbenzene-1,4-disulfonamide